bis(2,4-dimethylphenylsulfonyl)Diazomethane CC1=C(C=CC(=C1)C)S(=O)(=O)C(=[N+]=[N-])S(=O)(=O)C1=C(C=C(C=C1)C)C